OC[C@H](C[C@H]1C(N[C@@H](C1)C)=O)NC(OCC1=CC=CC=C1)=O benzyl ((S)-1-hydroxy-3-((3S,5R)-5-methyl-2-oxopyrrolidin-3-yl)propan-2-yl)carbamate